2-(3,6-Dimethyl-5,6-dihydro-4H-cyclopenta[c]pyrazol-2-yl)-1-[(2S)-2-(3-methoxy-2-methyl-phenyl)pyrrolidin-1-yl]ethanone CC1=C2C(=NN1CC(=O)N1[C@@H](CCC1)C1=C(C(=CC=C1)OC)C)C(CC2)C